O[C@@H](CCCN1C(C2=CC=CC=C2C1=O)=O)C |r| rac-2-(4-Hydroxypentyl)isoindoline-1,3-dione